5-(2,3-dimethylphenyl)-6-(methoxy-d3)-1H-pyrazolo[4,3-b]Pyridine CC1=C(C=CC=C1C)C1=C(C=C2C(=N1)C=NN2)OC([2H])([2H])[2H]